2-(2'-Indolylethyloxy)Adenosine NC1N=C(OCCC2=CC3C=CC=CC=3N2)N=C2C=1N=CN2[C@@H]1O[C@H](CO)[C@@H](O)[C@H]1O